1-(2-((1R,5S)-3-(8-fluoro-7-(3-hydroxynaphthalen-1-yl)-2-((tetrahydro-1H-pyrrolizin-7a(5H)-yl)methoxy)quinazolin-4-yl)-3,8-diazabicyclo[3.2.1]octan-8-yl)ethyl)urea FC=1C(=CC=C2C(=NC(=NC12)OCC12CCCN2CCC1)N1C[C@H]2CC[C@@H](C1)N2CCNC(=O)N)C2=CC(=CC1=CC=CC=C21)O